C(=O)O.C(C)C1=C(C=CC(=C1)O)N=C(N)C1=C(C=2N(N=C1)C=C(C2)C2=C(C=C(C=C2)NC(=O)NCCOC)C)N[C@@H]2COCC2 1-[4-[3-[N'-(2-ethyl-4-hydroxy-phenyl)carbamimidoyl]-4-[[(3S)-tetrahydrofuran-3-yl]amino]pyrrolo[1,2-b]pyridazin-6-yl]-3-methyl-phenyl]-3-(2-methoxyethyl)urea formic acid salt